4,4'-naphthalene-2,7-diylbis(oxy)dianiline C1=C(C=CC2=CC=C(C=C12)OC1=CC=C(N)C=C1)OC1=CC=C(N)C=C1